(±)-trans-N-(8-amino-7-chloro-6-(4-methylpyridin-3-yl)isoquinolin-3-yl)-2-cyanocyclopropane-1-carboxamide NC=1C(=C(C=C2C=C(N=CC12)NC(=O)[C@H]1[C@@H](C1)C#N)C=1C=NC=CC1C)Cl |r|